C(C)(C)(CC)OOC(CCCCCC(C)C)=O t-amylperoxyisononanoate